N,N-bis(9,9-dimethyl-9H-fluoren-2-yl)-4',4'-dimethyl-3',4'-dihydro-2'H-spiro[fluorene-9,1'-naphthalen]-2-amine CC1(C2=CC=CC=C2C=2C=CC(=CC12)N(C1=CC2=C(C=C1)C1=CC=CC=C1C21CCC(C2=CC=CC=C12)(C)C)C1=CC=2C(C3=CC=CC=C3C2C=C1)(C)C)C